ClC=1C=NC=C(C1[C@@H](C)OC=1C=C2C(=NNC2=CC1)C(=O)NC=1C=NN(C1)CC1=CC=NC=C1)Cl (R)-5-(1-(3,5-Dichloropyridin-4-yl)ethoxy)-N-(1-(Pyridin-4-ylmethyl)-1H-Pyrazol-4-yl)-1H-Indazol-3-Carboxamid